C(CCCCCCC)(=O)OCCCCC(OC(NCCOCCN(C)C)=O)CCCCOC(CCCCCCC)=O 2-methyl-9-oxo-11-{4-[(1-oxooctyl) oxy] butyl}-2,8-diaza-5,10-dioxapentadecan-15-yl octanoate